ClC1=CC(=C(C=C1)C1(OC2=C(O1)C=CC=C2C2CCN(CC2)CC2=NC=C(C=C2CC2S(CCC2)(=O)=O)C2=NN=C(N2)C(F)(F)F)C)F 2-{[2-({4-[2-(4-chloro-2-fluorophenyl)-2-methyl-2H-1,3-benzodioxol-4-yl]piperidin-1-yl}methyl)-5-[5-(trifluoromethyl)-4H-1,2,4-triazol-3-yl]pyridin-3-yl]methyl}-1λ6-thiolane-1,1-dione